N1=CC(=CC=C1)C1=C(C=NC=C1)C=O [3,4'-bipyridine]-3'-carboxaldehyde